CC=1C=CC=C2C(NC(=NC12)CSC1CCN(CC1)CCNC(OC(C)(C)C)=O)=O tert-butyl (2-(4-(((8-methyl-4-oxo-3,4-dihydroquinazolin-2-yl)methyl)thio) piperidin-1-yl)ethyl)carbamate